C(C)OC(=O)C(=CC=C(C(=O)OCC)C(=O)OCC)C(=O)OCC tetraethyl-butane-1,3-diene-1,1,4,4-tetracarboxylic acid